C1(CCCC1)OC1=NC(=CC(=N1)C)C#C[Si](C(C)C)(C(C)C)C(C)C 2-(cyclopentyloxy)-4-methyl-6-((triisopropylsilyl)ethynyl)pyrimidine